4-isopropyl-3-[2-(methylsulfanyl)-5-[2-(triisopropylsilyl)ethynyl]pyrido[2,3-d]pyrimidin-7-yl]-1,3-oxazolidin-2-one C(C)(C)C1N(C(OC1)=O)C=1C=C(C2=C(N=C(N=C2)SC)N1)C#C[Si](C(C)C)(C(C)C)C(C)C